1-[4-(4-Hydroxybutoxy)phenyl]-3-phenylprop-2-en-1-one OCCCCOC1=CC=C(C=C1)C(C=CC1=CC=CC=C1)=O